3-bromo-1-(3-chloropyridin-2-yl)-4,5-dihydro-1H-pyrazole-5-formic acid ethyl ester C(C)OC(=O)C1CC(=NN1C1=NC=CC=C1Cl)Br